C(CC)C=1C=C(C(=CC1)OC)O 4-n-propyl-guaiacol